2-bromo-2,2-difluoro-1-phenyl-ethanone BrC(C(=O)C1=CC=CC=C1)(F)F